N1C(=NC2=C1C=CC=C2)C2=C(C=C(C=C2)Cl)C=2C(=CC(=CC2)C(N[C@H](C)C2=C(C=CC=C2)Cl)=O)C(=O)O 2'-(1H-1,3-benzodiazol-2-yl)-5'-chloro-4-{[(1R)-1-(2-chlorophenyl)ethyl]carbamoyl}-[1,1'-biphenyl]-2-carboxylic acid